Tert-butyl 2-(chloromethyl)-3-(ethoxycarbonyl)-imidazo[1,2-a]pyridine-6-carboxylate ClCC=1N=C2N(C=C(C=C2)C(=O)OC(C)(C)C)C1C(=O)OCC